(3-adamant-1-yl)-5-(tert-butyl)-[1,1'-biphenyl] C12(CC3CC(CC(C1)C3)C2)C=2C=C(C=C(C2)C(C)(C)C)C2=CC=CC=C2